N[C@@H]1CN(CCC1)CC=1C=C(C=C(C1)N1C=NC(=C1)C)NC(=O)N1CCC(CC1)OCC1=CC(=CC=C1)F (S)-N-(3-((3-aminopiperidin-1-yl)methyl)-5-(4-methyl-1H-imidazol-1-yl)phenyl)-4-((3-fluorobenzyl)oxy)piperidine-1-carboxamide